((1S,2R)-1-hydroxy-1-(2-(trifluoromethyl)phenyl)propan-2-yl)carbamate O[C@H]([C@@H](C)NC([O-])=O)C1=C(C=CC=C1)C(F)(F)F